C(C)(C)(C)OC(CCN1C(NC(C1=O)CBr)=O)=O.CN(\C=C(\C(=O)C1=C(N=C(S1)NC)C)/F)C (Z)-3-(dimethylamino)-2-fluoro-1-(4-methyl-2-(methylamino)thiazol-5-yl)prop-2-en-1-one tert-butyl-(Z)-3-(4-(bromomethyl)-2,5-dioxoimidazolin-1-yl)propionate